C(C1=CC=CC=C1)C1=C(C(NC2=CC=C(C=C12)Cl)=O)C(\C=C\C=1C=C2C=CN(C2=CC1)C)=O 4-benzyl-6-chloro-3-[(E)-3-(1-methylindol-5-yl)prop-2-enoyl]-1H-quinolin-2-one